2-chloro-4-(imidazo[1,2-a]pyridin-3-yl)pyrimidine-5-carboxylic acid isopropyl ester C(C)(C)OC(=O)C=1C(=NC(=NC1)Cl)C1=CN=C2N1C=CC=C2